2-(1-methylcyclopropyl)piperazine CC1(CC1)C1NCCNC1